1-(3-(3-(1H-imidazol-1-yl)quinoxaline-6-carbonyl)-4-chloro-2-fluorophenyl)-3-(4-fluorophenyl)urea N1(C=NC=C1)C=1C=NC2=CC=C(C=C2N1)C(=O)C=1C(=C(C=CC1Cl)NC(=O)NC1=CC=C(C=C1)F)F